5,5'-dichloro-6,6'-dihydroxy-3,3'-spirobi[benzofuran]-2,2'-dione ClC=1C(=CC2=C(C3(C(O2)=O)C(OC2=C3C=C(C(=C2)O)Cl)=O)C1)O